C(C)(C)(C)N(C(O)=O)[C@H](CO)CC=C.C(=C)(C)C1=CC(=CC(=C1)COC(C[N+]#[C-])=O)C(=C)C 1,3-diisopropenyl-5-isocyanoacetoxymethyl-benzene (S)-tert-butyl-(1-hydroxypent-4-en-2-yl)carbamate